ClC=1C=C(C=CC1F)NC1=NC(=NC2=CC(=C(C=C12)O[C@@H]1CC[C@@H](CC1)N(C)C(=O)N1CCN(CC1)C)OC)OC1=NC2=CC=CC=C2C=N1 4-[(3-chloro-4-fluorophenyl)amino]-6-(cis-4-{N-[(4-methyl-piperazin-1-yl)-carbonyl]-N-methyl-amino}-cyclohexan-1-yloxy)-7-methyloxy-quinazolineOxy-quinazoline